2-Amino-N-{1-[4-chloro-7-(1,1-dioxido-1,2,5-thiadiazepan-5-yl)pyrazolo[1,5-a]-pyridin-6-yl]ethyl}pyrazolo[1,5-a]-pyrimidine-3-carboxamide trifluoroacetate FC(C(=O)O)(F)F.NC1=NN2C(N=CC=C2)=C1C(=O)NC(C)C=1C=C(C=2N(C1N1CCNS(CC1)(=O)=O)N=CC2)Cl